methyl 2-(4-(1-(2,6-bis(benzyloxy)pyridin-3-yl)-3-methyl-2-oxo-2,3-dihydro-1H-benzo[d]imidazol-5-yl)-2-methylphenyl)acetate C(C1=CC=CC=C1)OC1=NC(=CC=C1N1C(N(C2=C1C=CC(=C2)C2=CC(=C(C=C2)CC(=O)OC)C)C)=O)OCC2=CC=CC=C2